Cyanomethyl 4-aminobenzoate NC1=CC=C(C(=O)OCC#N)C=C1